C1C2CC3(CC(CC13)C2)NCCCCCCCOC2=C1C(N(C(=NC1=CC=C2)C(F)(F)F)[C@H]2C(NC(CC2)=O)=O)=O (3R)-3-(5-((7-(((3as,6as)-hexahydro-2,5-methanopentalen-3a(1H)-yl)amino)heptyl)oxy)-4-oxo-2-(trifluoromethyl)quinazolin-3(4H)-yl)piperidine-2,6-dione